N,2-bis(3,4,5-trimethoxyphenyl)thiazolidine-4-carboxamide COC=1C=C(C=C(C1OC)OC)NC(=O)C1NC(SC1)C1=CC(=C(C(=C1)OC)OC)OC